N-[(6-{[(pyridin-3-yl)methyl]amino}imidazo[1,2-a]pyridin-2-yl)methyl]-1H-indazole-4-carboxamide N1=CC(=CC=C1)CNC=1C=CC=2N(C1)C=C(N2)CNC(=O)C=2C=1C=NNC1C=CC2